2-ethoxy-4-methyl-1-((4,8,12-trimethyltridec-3,7,11-trien-1-yl)oxy)benzene C(C)OC1=C(C=CC(=C1)C)OCCC=C(CCC=C(CCC=C(C)C)C)C